C(C)(=O)C1=NN(C2=CC=C(C=C12)C1=CC(=C(C=C1)C)F)CC(=O)OC(C)(C)C tert-Butyl 2-(3-acetyl-5-(3-fluoro-4-methylphenyl)-1H-indazol-1-yl)acetate